C(\C=C\C1=CC(OC)=C(O)C(OC)=C1)(=O)C1=C(C(=O)O)C=C(C(=C1O)O)O.FC=1C=C2C=3CC(CCC3NC2=CC1)CNS(=O)(=O)C1=CC=C(C=C1)OCCCN1CCNCC1 N-((6-fluoro-2,3,4,9-tetrahydro-1H-carbazol-3-yl)methyl)-4-(3-(piperazin-1-yl)propoxy)benzenesulfonamide sinapoyl-gallate